(S)-ethyl 3-aminobutanoate N[C@H](CC(=O)OCC)C